C(=O)(O)C(O)C(O)C(=O)O.CC1=CC=C(C=C1)C=1N=C2N(C=C(C=C2)C)C1CC(=O)N(C)C 2-(4-methylphenyl)-N,N,6-trimethylimidazo[1,2-a]pyridine-3-acetamide tartrate